Cl.C12N(CC(NC1)C2)C=2C=C1CN(C(C1=CC2)=O)C2C(NC(CC2)=O)=O 3-(5-(2,5-diazabicyclo[2.2.1]heptan-2-yl)-1-oxoisoindolin-2-yl)piperidine-2,6-dione hydrochloride